5-(cyclopropylmethyl)-4-(6-cyclopropylpyridin-3-yl)-2-(2-methyl-2H-indazol-5-yl)-2,5-dihydro-3H-imidazo[4,5-c]pyridazin-3-one C1(CC1)CN1C=NC2=NN(C(C(=C21)C=2C=NC(=CC2)C2CC2)=O)C2=CC1=CN(N=C1C=C2)C